CC1(OB(OC1(C)C)C=1C(CCC1)=O)C (4,4,5,5-tetramethyl-1,3,2-dioxaborolan-2-yl)cyclopent-2-en-1-one